5-(N-(4-(3-((7-amino-2-(furan-2-yl)-[1,2,4]triazolo[1,5-a][1,3,5]triazin-5-yl)amino)propyl)-2-fluorophenyl)sulfamoyl)-3-chloro-2-hydroxybenzamide NC1=NC(=NC=2N1N=C(N2)C=2OC=CC2)NCCCC2=CC(=C(C=C2)NS(=O)(=O)C=2C=C(C(=C(C(=O)N)C2)O)Cl)F